2,2-dimethoxy-1-n-hexyl-1-aza-2-silacyclopentane CO[Si]1(N(CCC1)CCCCCC)OC